4-(2-Amino-2-methylpropanoyl)-N-[1-(4-{[4-(aminomethyl)piperidin-1-yl]methyl}phenyl)-2-oxo-1,2-dihydropyrimidin-4-yl]piperazine-1-carboxamide hydrochloride salt Cl.NC(C(=O)N1CCN(CC1)C(=O)NC1=NC(N(C=C1)C1=CC=C(C=C1)CN1CCC(CC1)CN)=O)(C)C